FC1=C(C=C(C=C1)S(=O)(=O)N1CC(OCC1)C1=C(SC2=C1C=CC=C2)C(=O)N)C(F)(F)F [4-[4-fluoro-3-(trifluoromethyl)phenyl]sulfonylmorpholin-2-yl]benzothiophene-2-carboxamide